2-(2-fluoro-4-(morpholin-3-yl)phenyl)-N-(tetrahydro-2H-pyran-4-yl)benzo[d]imidazo[2,1-b]thiazole-7-carboxamide hydrochloride Cl.FC1=C(C=CC(=C1)C1NCCOC1)C=1N=C2SC3=C(N2C1)C=CC(=C3)C(=O)NC3CCOCC3